3,7-dichloro-6-[[5-chloro-3-(2,2,2-trifluoroethoxy)-2-pyridyl]oxy]-N-(3-methyl-1,1-dioxo-thietan-3-yl)imidazo[1,2-b]pyridazine-2-carboxamide ClC1=C(N=C2N1N=C(C(=C2)Cl)OC2=NC=C(C=C2OCC(F)(F)F)Cl)C(=O)NC2(CS(C2)(=O)=O)C